(R)-[6-(3-chloro-1H-pyrrolo[2,3-b]pyridin-5-yl)-8-(morpholin-3-yl)-3,4-dihydroisoquinolin-2(1H)-yl](tetrahydro-2H-pyran-4-yl)methanone ClC1=CNC2=NC=C(C=C21)C=2C=C1CCN(CC1=C(C2)[C@H]2NCCOC2)C(=O)C2CCOCC2